BrC1=C(C=C2C(=NNC2=C1F)I)F 6-bromo-5,7-difluoro-3-iodo-1H-indazole